FC(C1=NN=C(S1)C1=NC=C2N1C=C(C=C2N2C[C@@H](N([C@H](C2)C)C(=O)OC(C)(C)C)C)S(NC2(CC2)C)(=O)=O)F tert-butyl (2S,6S)-4-(3-(5-(difluoromethyl)-1,3,4-thiadiazol-2-yl)-6-(N-(1-methylcyclopropyl)sulfamoyl)imidazo[1,5-a]pyridin-8-yl)-2,6-dimethylpiperazine-1-carboxylate